[2-(3,6-dihydro-2H-pyran-4-yl)pyrimidin-5-yl]boronic acid O1CCC(=CC1)C1=NC=C(C=N1)B(O)O